rac-tert-butyl (6RS)-2-(2-chloro-1-benzothiophen-6-yl)-6-methyl-3-(pyridin-4-yl)-6,7-dihydropyrazolo[1,5-a]pyrazine-5(4H)-carboxylate ClC=1SC2=C(C1)C=CC(=C2)C2=NN1C(CN([C@@H](C1)C)C(=O)OC(C)(C)C)=C2C2=CC=NC=C2 |r|